2-((5-bromo-2-((5-((2-(1,3-dioxoisoindolin-2-yl)ethyl)sulfonyl)-5-azaspiro[2.5]octan-8-yl)amino)pyrimidin-4-yl)amino)-6-fluorobenzamide BrC=1C(=NC(=NC1)NC1CCN(CC12CC2)S(=O)(=O)CCN2C(C1=CC=CC=C1C2=O)=O)NC2=C(C(=O)N)C(=CC=C2)F